(R,Z)-N-((4,4'-Difluoro-2'-(hex-5-en-1-yl)-6'-methyl-5-(trifluoromethyl)-[1,1'-biphenyl]-3-yl)methylene)-2-methylpropane-2-sulfinamide FC1=C(C=C(C=C1C(F)(F)F)C1=C(C=C(C=C1C)F)CCCCC=C)\C=N/[S@](=O)C(C)(C)C